ClC1=CC=2N(N=C1CC1(C(NC[C@@H](C1)C(F)(F)F)=O)C(=O)O)C=C(N2)[C@@H](NC(=O)C2=CC=NN2CC)C2CCC(CC2)(F)F (5R)-3-((7-chloro-2-((S)-(4,4-difluorocyclohexyl)(1-ethyl-1H-pyrazole-5-carboxamido)methyl)imidazo[1,2-b]pyridazin-6-yl)methyl)-2-oxo-5-(trifluoromethyl)piperidine-3-carboxylic acid